C(C1=CC=CC=C1)O[C@H]1[C@H]([C@@H](O[C@]1(COS(=O)(=O)C)COCC1=CC=CC=C1)N1C(NC(C(=C1)C)=O)=O)O 1-{3-O-Benzyl-4-[(benzyloxy)methyl]-5-O-(methylsulfonyl)-α-L-lyxofuranosyl}-5-methylpyrimidine-2,4(1H,3H)-dione